N-methyl-N'-propylethylenediamine CNCCNCCC